BrC=1C(=CC=C2C=C(N=CC12)OS(=O)(=O)C(F)(F)F)Cl trifluoromethanesulfonic acid 8-bromo-7-chloroisoquinolin-3-yl ester